C(#N)C=1C=C(C=CC1F)NC(=O)C=1C(=C(N2CCCC12)C(C(N[C@@H](C(F)(F)F)C)=O)=O)C (R)-N-(3-cyano-4-fluorophenyl)-6-methyl-5-(2-oxo-2-((1,1,1-trifluoropropan-2-yl)amino)acetyl)-2,3-dihydro-1H-pyrrolizine-7-carboxamide